ClC1=C(C(=O)N2COC3=C(C2)C=CC=C3C3=CC(=C(C(=O)O)C=C3F)N3CCOCC3)C=C(C(=C1)OC)C1CC1 4-[3-(2-Chloro-5-cyclopropyl-4-methoxybenzoyl)-2,4-dihydro-1,3-benzoxazin-8-yl]-5-fluoro-2-morpholin-4-ylbenzoic acid